N-isobutyl-6-(N-(1-methylcyclopropyl)sulfamoyl)-8-(2-oxa-7-azaspiro[3.5]nonan-7-yl)imidazo[1,2-a]pyridine-3-carboxamide C(C(C)C)NC(=O)C1=CN=C2N1C=C(C=C2N2CCC1(COC1)CC2)S(NC2(CC2)C)(=O)=O